N[C@H](CS)C(=O)NCCCC[C@H](N)C(=O)O N6-(D-cysteinyl)-L-lysine